4-Chloro-2-(3,6-dihydro-2H-pyran-4-yl)-5-methyl-phenol ClC1=CC(=C(C=C1C)O)C=1CCOCC1